C(C)(=O)OCC1(C(C=2C(C(C3(C(C2C1O)(C)O)CC3)(C)O)=O)O)C (1',3',4',6'-tetrahydroxy-2',4',6'-trimethyl-7'-oxo-1',2',3',4',6',7'-hexahydrospiro[cyclopropane-1,5'-inden]-2'-yl)methyl acetate